N(=C=O)CCC1CCC(CC1)CCN=C=O 1,4-bis(isocyanatoethyl)cyclohexane